1-ethyl-3-methylimidazole bistrifluoro-sulfimide salt FN=S(F)F.FN=S(F)F.C(C)N1CN(C=C1)C